N-(2-methoxyethyl)-4-(4,4,5,5-tetramethyl-1,3,2-dioxaborolan-2-yl)benzamide COCCNC(C1=CC=C(C=C1)B1OC(C(O1)(C)C)(C)C)=O